FC1=CC=C(CC2CCNC2)C=C1 4-(4-fluorobenzyl)pyrrolidine